3-((5-(pyridin-2-yl)pyrimidin-2-yl)amino)benzoic acid N1=C(C=CC=C1)C=1C=NC(=NC1)NC=1C=C(C(=O)O)C=CC1